C(#N)C(C)(C)C1=CC=C(CN2N=CC(=C2C2CC2)C(=O)OCC)C=C1 ethyl 1-(4-(2-cyanoprop-2-yl) benzyl)-5-cyclopropyl-1H-pyrazole-4-carboxylate